FC1=C(C=CC(=C1)[N+](=O)[O-])C#CC1CCN(CC1)C(=O)OC(C)(C)C tert-butyl 4-[2-(2-fluoro-4-nitro-phenyl)ethynyl]piperidine-1-carboxylate